(S)-benzyl 3-(((R)-2-hydroxy-3-(3-(methylsulfonyl)phenoxy)propyl)amino)-1-oxa-8-azaspiro[4.5]decane-8-carboxylate O[C@H](CN[C@@H]1COC2(C1)CCN(CC2)C(=O)OCC2=CC=CC=C2)COC2=CC(=CC=C2)S(=O)(=O)C